1,1,1,2,2-pentafluorohexadecane-3,5-dione FC(C(C(CC(CCCCCCCCCCC)=O)=O)(F)F)(F)F